methoxybenzyltriacetoxysilane COCC(=O)O[Si](OC(C)=O)(OC(C)=O)CC1=CC=CC=C1